FC=1C=C(CC2=CC(=NC=C2)N2N=C(C=C2CO)C(=O)N)C=C(C1)C(F)(F)F 1-(4-(3-Fluoro-5-(trifluoromethyl)benzyl)pyridin-2-yl)-5-(hydroxymethyl)-1H-pyrazol-3-carboxamid